C(C=C)(=O)OCCCCCCOC1=C(C(=O)O)C=CC(=C1)OC 2-((6-(acryloyloxy)hexyl)oxy)-4-methoxybenzoic acid